(S)-4-(1-(2-Chlorophenyl)ethoxy)-3-(1H-imidazol-2-yl)benzoic acid ClC1=C(C=CC=C1)[C@H](C)OC1=C(C=C(C(=O)O)C=C1)C=1NC=CN1